N-[(1S)-2-methyl-1-hydroxymethylpropyl]-2-nitrobenzamide CC([C@@H](CO)NC(C1=C(C=CC=C1)[N+](=O)[O-])=O)C